N=1C=NN2C1C=C(C=C2)OC2=C(C(=C(C=C2)NC=2C1=C(N=CN2)C=CC(=N1)[C@H]1CCN(CCC1)C(C#CC)=O)F)C |o1:27| rel-(R)-1-(4-(4-((4-([1,2,4]triazolo[1,5-a]pyridin-7-yloxy)-2-fluoro-3-methylphenyl)amino)pyrido[3,2-d]pyrimidin-6-yl)azepan-1-yl)but-2-yn-1-one